NCCN(C(O[C@H](C)C1=CC=CC=C1)=O)CC1=CC(=C(C=C1)OCC1=CC=CC=C1)OC [(1R)-1-phenylethyl] N-(2-aminoethyl)-N-[(3-methoxy-4-phenylmethoxyphenyl)methyl]carbamate